N-((1s,3s)-3-((4-((3,4-dichloro-2-fluorophenyl)amino)-7-methoxyquinazolin-6-yl)oxy)cyclobutyl)-2-fluoroacrylamide ClC=1C(=C(C=CC1Cl)NC1=NC=NC2=CC(=C(C=C12)OC1CC(C1)NC(C(=C)F)=O)OC)F